C(C)(C)(C)OC(=O)N1CCN(CC1)CC#CC1=CC(=C(C=C1)O[Si](C)(C)C(C)(C)C)F 4-(3-(4-(tert-butyldimethylsilyloxy)-3-fluorophenyl)prop-2-ynyl)piperazine-1-carboxylic acid tert-butyl ester